rac-N-[(5R,6S)-5-[(3',5'-difluoro[1,1'-biphenyl]-3-yl)methyl]-4-oxo-3-(propan-2-yl)-3,4,5,6,7,8-hexahydroquinazolin-6-yl]methanesulfonamide FC=1C=C(C=C(C1)F)C1=CC(=CC=C1)C[C@@H]1C=2C(N(C=NC2CC[C@@H]1NS(=O)(=O)C)C(C)C)=O |r|